3-(3-methyl-5-oxo-1-phenyl-4,5-dihydro-1H-pyrazole-4-carboxamido)benzoic acid CC1=NN(C(C1C(=O)NC=1C=C(C(=O)O)C=CC1)=O)C1=CC=CC=C1